(3S,8R,9aS)-8-(2,3-dichloro-6-hydroxyphenyl)-3-(hydroxymethyl)hexahydropyrido[2,1-c][1,4]oxazin-4(3H)-one ClC1=C(C(=CC=C1Cl)O)[C@H]1C[C@H]2CO[C@H](C(N2CC1)=O)CO